[Pd](Cl)Cl.C(C)(C)(C)P(C(C)(C)C)[C-]1C=CC=C1.[C-]1(C=CC=C1)P(C(C)(C)C)C(C)(C)C.[Fe+2] bis(di-tert-butylphosphino)ferrocene palladium dichloride